6-chloro-2-(4-methylthiazol-2-yl)-N-(4-(trifluoromethyl)cyclohexyl)pyrimidin-4-amine ClC1=CC(=NC(=N1)C=1SC=C(N1)C)NC1CCC(CC1)C(F)(F)F